1-(pyrimidin-2-yl)thiourea N1=C(N=CC=C1)NC(=S)N